bis(2-butyloctyl) 10-(((1-methylpiperidin-4-yl)methyl)(octyloxy)amino)nonadecanedioate CN1CCC(CC1)CN(C(CCCCCCCCC(=O)OCC(CCCCCC)CCCC)CCCCCCCCC(=O)OCC(CCCCCC)CCCC)OCCCCCCCC